O=S1(N(CC(N1)=O)C=1C(=C(C=CC1O)C=1C=NC(=NC1)NS(=O)(=O)C1CC1)F)=O N-(5-(3-(1,1-dioxido-4-oxo-1,2,5-thiadiazolidin-2-yl)-2-fluoro-4-hydroxyphenyl)pyrimidin-2-yl)cyclopropanesulfonamide